6-[(9-Anthryl)methyl]-4-oxo-7-[m-(trifluoromethyl)phenyl]-1-thia-3a-aza-3-indancarboxylic acid C1=CC=CC2=CC3=CC=CC=C3C(=C12)CC1=CC(N2C(CSC2=C1C1=CC(=CC=C1)C(F)(F)F)C(=O)O)=O